5-[1-(5-amino-2-pyridyl)-3-(trifluoromethyl)pyrazol-4-yl]-N-[3-chloro-4-[(2S)-2-ethylpiperazine-1-carbonyl]phenyl]-1-methylimidazole-2-carboxamide NC=1C=CC(=NC1)N1N=C(C(=C1)C1=CN=C(N1C)C(=O)NC1=CC(=C(C=C1)C(=O)N1[C@H](CNCC1)CC)Cl)C(F)(F)F